indolin-7-amine N1CCC2=CC=CC(=C12)N